FC1=C(C=C(C=C1F)C=1C=NN(C1)C1=CC=CC=C1)O 2,3-difluoro-5-(1-phenyl-1H-pyrazol-4-yl)phenol